3-(4-tert-butylphenyl)-propionaldehyde C(C)(C)(C)C1=CC=C(C=C1)CCC=O